F[C@@H]([C@]1(CN(CC1)C(C)(C)C=1C=NC(=CC1)C)CCC=1SC(=CC1)F)NC(OC(C)C)=O |o1:2| isopropyl ((S)-fluoro((R or S)-3-(2-(5-fluoro-thiophen-2-yl)ethyl)-1-(2-(6-methylpyridin-3-yl)propan-2-yl)pyrrolidin-3-yl)methyl)carbamate